(4-(7-(cyclopentylmethyl)-8-(4-methoxyphenethyl)-2,6-dioxo-1-(prop-2-yn-1-yl)-1,2,6,7-tetra-hydro-3H-purin-3-yl)butyl)phosphonic acid C1(CCCC1)CN1C(=NC=2N(C(N(C(C12)=O)CC#C)=O)CCCCP(O)(O)=O)CCC1=CC=C(C=C1)OC